tert-butyl 7-(2-ethoxy-2-oxoethyl)-3,4-dihydro-1,8-naphthyridine-1(2H)-carboxylate C(C)OC(CC1=CC=C2CCCN(C2=N1)C(=O)OC(C)(C)C)=O